({(1r,4r)-4-[(tert-butoxycarbonyl)amino]cyclohexyl}amino)-5-fluoro-4-(trifluoromethyl)benzoic acid methyl ester COC(C1=C(C=C(C(=C1)F)C(F)(F)F)NC1CCC(CC1)NC(=O)OC(C)(C)C)=O